ClC=1C=C(C=C(C1OC1=CC2=C(N=N1)N(C(C2(C)C)=O)CC2=CC=C(C=C2)OC)Cl)N=CN(C)C N'-[3,5-dichloro-4-[7-[(4-methoxyphenyl)methyl]-5,5-dimethyl-6-oxo-pyrrolo[2,3-c]pyridazin-3-yl]oxy-phenyl]-N,N-dimethyl-formamidine